1-(4-(4,4-Dimethylpiperidin-1-yl)phenyl)-5,7-difluoro-6-hydroxy-3,3-dimethylindolin-2-one CC1(CCN(CC1)C1=CC=C(C=C1)N1C(C(C2=CC(=C(C(=C12)F)O)F)(C)C)=O)C